C[C@H]1C[C@H]2N(C=3N=CC(=CC13)C(F)(F)F)CCNC2 (5S,6aR)-5-methyl-3-(trifluoromethyl)-5,6,6a,7,9,10-hexahydro-8H-pyrazino[1,2-a][1,8]naphthyridin